(4-(5-aminoisoxazol-3-yl)piperidin-1-yl)(5-chloro-1H-indol-2-yl)methanone NC1=CC(=NO1)C1CCN(CC1)C(=O)C=1NC2=CC=C(C=C2C1)Cl